trans-2-dodecene-1,12-dicarboxylic acid C(\C=C\CCCCCCCCCC(=O)O)C(=O)O